7-(cyclopropanecarbonyl)-5,6,7,8-tetrahydro-2,7-naphthyridine-3-sulfonyl chloride C1(CC1)C(=O)N1CCC=2C=C(N=CC2C1)S(=O)(=O)Cl